CC=1C=C(C#N)C=CC1C(=O)N1CC2(C1)CC(C2)N(C=2C1=C(N=CN2)NC=C1)C 3-methyl-4-(6-(methyl(7H-pyrrolo[2,3-d]pyrimidin-4-yl)amino)-2-azaspiro[3.3]heptane-2-carbonyl)benzonitrile